C(C)(C)(C)C1=NC2=C(C=3N1C=NN3)C=C(C(=N2)C2=C(C=CC=C2)Cl)C2=CC=C(C=C2)Cl 5-tert-butyl-8-(2-chlorophenyl)-9-(4-chlorophenyl)pyrido[3,2-e][1,2,4]triazolo[4,3-c]pyrimidine